ClC1=C(C(=CC=C1)Cl)C1CC(=NO1)C=1N=C(SC1)C1CCN(CC1)C(COC1=NC=NC(=C1)C(F)(F)F)=O 1-(4-(4-(5-(2,6-dichlorophenyl)-4,5-dihydroisoxazol-3-yl)thiazol-2-yl)piperidin-1-yl)-2-((6-(trifluoromethyl)pyrimidin-4-yl)oxy)ethan-1-one